methyl 2-[(1,3-thiazol-2-ylsulfanyl)acetyl]-2,3-dihydro-1H-isoindole-5-carboxylate S1C(=NC=C1)SCC(=O)N1CC2=CC=C(C=C2C1)C(=O)OC